(R)-7-(3-((tert-Butoxycarbonyl)amino)-4-(2,4,5-trifluorophenyl)butanoyl)-3-(trifluoromethyl)-5,6,7,8-tetrahydroimidazo[1,5-a]pyrazine-1-carboxylic acid methyl ester COC(=O)C=1N=C(N2C1CN(CC2)C(C[C@@H](CC2=C(C=C(C(=C2)F)F)F)NC(=O)OC(C)(C)C)=O)C(F)(F)F